6-phosphogluconic acid heptyl ester C(CCCCCC)OC(=O)[C@H](O)[C@@H](O)[C@H](O)[C@H](O)COP(=O)(O)O